BrC=1C=C(C(=O)N[C@@H]2CCO[C@]23O[C@@H]([C@@H]([C@@H]([C@H]3O)N3N=NC(=C3)C3=CC(=C(C(=C3)F)F)F)O)CO)C=CC1 3-bromo-N-((4r,5s,7r,8r,9s,10r)-8,10-dihydroxy-7-(hydroxymethyl)-9-(4-(3,4,5-trifluorophenyl)-1H-1,2,3-triazol-1-yl)-1,6-dioxaspiro[4.5]dec-4-yl)benzamide